2-(dimethylamino)-ethylputrescine CN(CCNCCCCN)C